C(C)(=O)N1CC(C1)N1C(C2=CC=CC=C2C1=O)=O 2-(1-acetylazetidin-3-yl)isoindoline-1,3-dione